sodium (malonate) borate B([O-])(O)O.C(CC(=O)O)(=O)O.[Na+]